decyl (8-(dinonylamino)octyl) phosphate P(=O)(OCCCCCCCCCC)(OCCCCCCCCN(CCCCCCCCC)CCCCCCCCC)[O-]